C1N(CC=2C1=CC=1CNCCC1N2)C(CC2CN(C2)C=2C=NC=CC2)=O 1-(1,3,5,6,7,8-Hexahydro-2,4,7-triaza-cyclopenta[b]naphthalen-2-yl)-2-(1-pyridin-3-yl-azetidin-3-yl)-ethanone